C1(CCCC1)C=1C=NN(C1)C1(CN(C1)C=1C=2N(C=CC1)N=C(N2)NC=2C=NN(C2)CC(=O)N2CCN(CC2)C)CC#N 2-[3-(4-cyclopentylpyrazol-1-yl)-1-[2-[[1-[2-(4-methylpiperazin-1-yl)-2-oxo-ethyl]pyrazol-4-yl]amino]-[1,2,4]triazolo[1,5-a]pyridin-8-yl]azetidin-3-yl]acetonitrile